O=C1CC2(C1)CCN(CC2)C2=CC=C(C(=O)[O-])C=C2 4-(2-oxo-7-azaspiro[3.5]non-7-yl)benzoate